ClC=1C=C(C=CC1N1CCC(CC1)C)NC1=CC2=C(N(C(N2C)=O)C)C=C1 5-((3-chloro-4-(4-methylpiperidin-1-yl)phenyl)amino)-1,3-dimethyl-1,3-dihydro-2H-benzo[d]imidazol-2-one